CC1=C2COC(C2=CC=C1[C@H]1OCCN(C1)CC=1C=CC(=NC1)N1C=NC(=C1)C#N)=O (R)-1-(5-((2-(4-methyl-1-oxo-1,3-dihydroisobenzofuran-5-yl)morpholino)methyl)pyridin-2-yl)-1H-imidazole-4-carbonitrile